(2R,4R)-N2-(5-((+)-1-amino-1-(3-cyanophenyl)-3-cyclopropyl)-2-fluorophenyl)-4-methoxy-N1-(4-methoxyphenyl)pyrrolidine-1,2-dicarboxamide NC1(CC1C=1C=CC(=C(C1)NC(=O)[C@@H]1N(C[C@@H](C1)OC)C(=O)NC1=CC=C(C=C1)OC)F)C1=CC(=CC=C1)C#N